BrC1=CC2=C(N=C3N2C(CC3)(C)C)C(=C1)F 7-bromo-5-fluoro-1,1-dimethyl-2,3-dihydro-1H-benzo[d]pyrrolo[1,2-a]imidazole